methyltri-n-decylammonium sulphate S(=O)(=O)([O-])[O-].C[N+](CCCCCCCCCC)(CCCCCCCCCC)CCCCCCCCCC.C[N+](CCCCCCCCCC)(CCCCCCCCCC)CCCCCCCCCC